4-carboxy-5-(1-pentyl)hexylsulfanyl-1,2,3-triazole C(=O)(O)C(CCCSC=1N=NNC1)C(C)CCCCC